C(C)(=O)OCCCCCCCCC=CCC=CC tetradec-9,12-dien-1-yl acetate